(1R,4R)-4-((4-((4-(1-(2,6-dioxopiperidin-3-yl)-5-fluoro-1H-indazol-4-yl)-1H-pyrazol-1-yl)methyl)cyclohexyl)-1H-pyrazol-4-yl)-5-morpholinopyrazole O=C1NC(CCC1N1N=CC2=C(C(=CC=C12)F)C=1C=NN(C1)CC1CCC(CC1)N1N=CC(=C1)C=1C=NNC1N1CCOCC1)=O